N-(3,4-difluorophenyl)-7-methyl-2,7-diazaspiro[3.5]nonan-2-carbothioamide FC=1C=C(C=CC1F)NC(=S)N1CC2(C1)CCN(CC2)C